N,N,N',N'-tetraoctyl-3,6-dioxaoctanediamide C(CCCCCCC)N(C(COCCOCC(=O)N(CCCCCCCC)CCCCCCCC)=O)CCCCCCCC